ClC[C@@H](OC)N1C(=C(C(=C1C(F)(F)F)Br)C#N)C1=CC=C(C=C1)Cl |r| (R/S)-1-(2-chloro-1-methoxyethyl)-4-bromo-2-(4-chlorophenyl)-5-trifluoromethylpyrrole-3-carbonitrile